tert-butyl 4-[7-methoxy-5-(4,4,5,5-tetramethyl-1,3,2-dioxaborolan-2-yl)indazol-2-yl]piperidine-1-carboxylate COC1=CC(=CC2=CN(N=C12)C1CCN(CC1)C(=O)OC(C)(C)C)B1OC(C(O1)(C)C)(C)C